N1CC(C1)OC=1C=NN(C1)CCC 4-(azetidin-3-yloxy)-1-propyl-1H-pyrazole